tert-butyl (R)-2-((4-methyl-3-(((R)-1-(naphthalen-1-yl)ethyl)carbamoyl) phenyl) carbamoyl)piperidine-1-carboxylate CC1=C(C=C(C=C1)NC(=O)[C@@H]1N(CCCC1)C(=O)OC(C)(C)C)C(N[C@H](C)C1=CC=CC2=CC=CC=C12)=O